N-(5-bromopyridin-2-yl)cyclohexanamide BrC=1C=CC(=NC1)NC(=O)C1CCCCC1